3-(4-Isopropyl-2-methylcyclohex-3-en-1-yl)propanal C(C)(C)C1=CC(C(CC1)CCC=O)C